[N+](=O)([O-])C1=CC=C(C=C1)C=1NC2=C(N1)C=CC=C2 2-(4-nitrophenyl)benzimidazole